The molecule is a linear pentasaccharide consisting of an alpha-D-mannose residue, two beta-D-mannose residues, an alpha-L-rhamnose residue and a beta-D-glucose residue (at the reducing end), joined by sequential (1->2), (1->3), (1->3) and (1->3) linkages. C[C@H]1[C@@H]([C@H]([C@H]([C@@H](O1)O[C@H]2[C@@H]([C@H](O[C@H]([C@@H]2O)O)CO)O)O)O[C@H]3[C@H]([C@H]([C@@H]([C@H](O3)CO)O)O[C@H]4[C@H]([C@H]([C@@H]([C@H](O4)CO)O)O)O[C@@H]5[C@H]([C@H]([C@@H]([C@H](O5)CO)O)O)O)O)O